N2-(((9H-fluoren-9-yl)methoxy)carbonyl)-N6-(2-((E)-1,2-dihydroxycyclooct-3-en-1-yl)acetyl)-L-lysine C1=CC=CC=2C3=CC=CC=C3C(C12)COC(=O)N[C@@H](CCCCNC(CC1(C(\C=C\CCCC1)O)O)=O)C(=O)O